3-(cyanomethyl)-7-((1,1-dioxidotetrahydro-2H-thiopyran-4-yl)amino)-1,1-dioxidobenzo[b]thiophen C(#N)CC=1C2=C(S(C1)(=O)=O)C(=CC=C2)NC2CCS(CC2)(=O)=O